NC1=CC(=C(C(=C1C(CCl)=O)F)Cl)F 1-(6-amino-3-chloro-2,4-difluorophenyl)-2-chloroethan-1-one